NC=1C=C(C=CC1)C=1CCN(CC1)C(=O)OC(C)(C)C tert-butyl 4-(3-aminophenyl)-3,6-dihydro-2H-pyridine-1-carboxylate